C(C=CC1=CC=CC=C1)NC1=CC=CC=C1 N-cinnamyl-aniline